6-(2-methylpropoxy)hexylamine CC(COCCCCCCN)C